3,4-dihydro-2H,6H-[1,4]thiazepino[2,3,4-ij]quinazoline-6,8(7H)-dione S1CCCN2C(NC(C3=CC=CC1=C23)=O)=O